isobutyryloxy di(2-tolyl) phosphate P(=O)(OOC(C(C)C)=O)(OC1=C(C=CC=C1)C)OC1=C(C=CC=C1)C